5-chloro-7-morpholino-N-(tetrahydro-2H-pyran-4-yl)thieno[3,2-b]pyridine-2-carboxamide ClC1=CC(=C2C(=N1)C=C(S2)C(=O)NC2CCOCC2)N2CCOCC2